ethyl-3-(3-(tert-butyl)-5-(3,5-di-tert-butyl-2-hydroxybenzyl)-4-Hydroxyphenyl)propionate C(C)OC(CCC1=CC(=C(C(=C1)CC1=C(C(=CC(=C1)C(C)(C)C)C(C)(C)C)O)O)C(C)(C)C)=O